4-amino-N-(2-(2-(2-((2-(2,6-dioxopiperidin-3-yl)-1,3-dioxoisoindolin-4-yl)amino)-ethoxy)ethoxy)ethyl)piperidine-1-sulfonamide NC1CCN(CC1)S(=O)(=O)NCCOCCOCCNC1=C2C(N(C(C2=CC=C1)=O)C1C(NC(CC1)=O)=O)=O